ClC1=CC=C(C=N1)N1N=C(C(=C1)CNC=1C=NC=C(C1)OC)CC(=O)O 1-(6-chloropyridin-3-yl)-4-[(5-methoxypyridin-3-yl)amino]methyl-1H-pyrazole-3-acetic acid